C(C)(C)N1N=NC2=C1C=CC(=C2)C2=NOC(=N2)C=2C=NC(=CC2)C 3-(1-isopropyl-1H-benzo[d][1,2,3]triazol-5-yl)-5-(6-methyl-pyridin-3-yl)-1,2,4-oxadiazole